5-(3-(3-ethyl-2,4-dioxo-1,2,3,4-tetrahydroquinazolin-7-yl)benzoylamino)-N-methylpyridinecarboxamide C(C)N1C(NC2=CC(=CC=C2C1=O)C=1C=C(C(=O)NC=2C=CC(=NC2)C(=O)NC)C=CC1)=O